5-(2-fluorobenzyl)-N-(4-(2-chloro-5-(2-methoxyethoxy)phenyl)pyridin-2-yl)-4H-1,2,4-triazole-3-carboxamide FC1=C(CC=2NC(=NN2)C(=O)NC2=NC=CC(=C2)C2=C(C=CC(=C2)OCCOC)Cl)C=CC=C1